FC(C1=NN2C(N=C(C=C2NC[C@@H](C2=CC=C(C=C2)F)N2CC(C2)(O)C)C(F)(F)F)=C1)(F)F (R)-1-(2-((2,5-Bis(trifluoromethyl)pyrazolo[1,5-a]pyrimidin-7-yl)amino)-1-(4-fluorophenyl)ethyl)-3-methylazetidin-3-ol